3-(5-(8-(6-Chloro-1H-indole-2-carbonyl)-8-azabicyclo[3.2.1]octan-3-yl)-1-oxoisoindolin-2-yl)piperidine-2,6-dione ClC1=CC=C2C=C(NC2=C1)C(=O)N1C2CC(CC1CC2)C=2C=C1CN(C(C1=CC2)=O)C2C(NC(CC2)=O)=O